[13CH](=O)C=C acrolein-13C